2-Amino-N-[4-fluoro-2-methyl-5-[[5-(1-methylcyclopropyl)oxypyridin-2-yl]carbamoyl]phenyl]-1,3-thiazole-5-carboxamide NC=1SC(=CN1)C(=O)NC1=C(C=C(C(=C1)C(NC1=NC=C(C=C1)OC1(CC1)C)=O)F)C